CN(CCOC1=C(C=C2C(=NC=NC2=C1)NC1=C(C=CC(=C1)C=1OC=CC1)OC)OC1CCN(CC1)C(C=C)=O)C 1-(4-((7-(2-(dimethylamino)ethoxy)-4-((5-(furan-2-yl)-2-methoxyphenyl)amino)-quinazolin-6-yl)oxy)piperidin-1-yl)prop-2-en-1-one